4-bromo-5-{[(5s,8s)-2,4-dioxo-1,3-diazaspiro[4.5]decan-8-yl]amino}furo[2,3-c]pyridine-2-carbonitrile BrC1=C2C(=CN=C1NC1CCC3(C(NC(N3)=O)=O)CC1)OC(=C2)C#N